(S)-3-methoxy-4-(3-(methoxymethyl)pyrrolidin-1-yl)-N-(5-(5-methyl-1H-pyrazol-yl)-1,3,4-thiadiazol-2-yl)-2-oxo-2H-pyran-6-carboxamide COC=1C(OC(=CC1N1C[C@H](CC1)COC)C(=O)NC=1SC(=NN1)N1N=CC=C1C)=O